C(C1=CC=CC=C1)(=O)NNC(C1=CC=C(C=C1)C(C(C)C)O)=O N'-benzoyl-4-(1-hydroxy-2-methylpropyl)benzoyl-hydrazine